hexadecylsuccinic acid, anhydride C(CCCCCCCCCCCCCCC)C1C(=O)OC(C1)=O